(2-hydroxypropyl)hexadecylamide OC(C[N-]CCCCCCCCCCCCCCCC)C